4-(3-((tert-butyldimethylsilyl)oxy)-1-(pyridin-2-yl)prop-1-en-1-yl)-6-methyl-7-oxo-1-tosyl-6,7-dihydro-1H-pyrrolo[2,3-c]pyridin-2-carboxylate [Si](C)(C)(C(C)(C)C)OCC=C(C1=NC=CC=C1)C=1C2=C(C(N(C1)C)=O)N(C(=C2)C(=O)[O-])S(=O)(=O)C2=CC=C(C)C=C2